5-cyclopropyl-4-(((1-(3,5-dichlorobenzyl)-3-fluoroazetidin-3-yl)methoxy)methyl)-2-fluoro-N-(methylsulfonyl)benzamide C1(CC1)C=1C(=CC(=C(C(=O)NS(=O)(=O)C)C1)F)COCC1(CN(C1)CC1=CC(=CC(=C1)Cl)Cl)F